C(C1=CC=CC=C1)N1C[C@H]2CN[C@@H](C[C@H]2C1)C (3aR,6R,7aR)-2-benzyl-6-methyloctahydro-1H-pyrrolo[3,4-c]pyridine